C1(=CC=C(C=C1)C(=O)O[C@H]1[C@@H]([C@@H]2[C@@H](OC[C@H](CC2)CCCC(OC(C)C)=O)C1)\C=C\C(CCC=1C=NC=CC1)O)C1=CC=CC=C1 (3S,5aR,6R,7R,8aS)-6-[(1E)-3-hydroxy-5-(3-pyridinyl)-1-penten-1-yl]-3-[4-oxo-4-(2-propanyloxy)butyl]octahydro-2H-cyclopenta[b]oxepin-7-yl 4-biphenylcarboxylate